C(=O)(O)CCC(=O)N1CC2=CC(=C(C=C2C1)OCCCOC1=CC2=C(SC(=C2)C(CC(C(=O)O)(C)C)=O)C=C1OC)OC 4-(5-(3-((2-(3-carboxy-propanoyl)-6-methoxy-isoindolin-5-yl)oxy)propoxy)-6-methoxybenzo[b]thiophen-2-yl)-2,2-dimethyl-4-oxobutanoic acid